OCC1=CC=C(/C=C/C=2C=C(C=CC2)NC(OC(C)(C)C)=O)C=C1 tert-Butyl (E)-(3-(4-(hydroxymethyl)styryl)phenyl)carbamate